cerium(III) borate B([O-])([O-])[O-].[Ce+3]